6-(4-chlorobenzyl)-9-isopropyl-N-(2-methoxyethyl)-7,10-dioxo-2,6,9-triazaspiro[4.5]decane-2-carboxamide ClC1=CC=C(CN2C3(CCN(C3)C(=O)NCCOC)C(N(CC2=O)C(C)C)=O)C=C1